C(O)CN.ClC1=C(OCC(=O)O)C=CC(=C1)Cl 2,4-dichlorophenoxyacetic acid ethanolamine salt